N(=[N+]=[N-])CCOCCOCCOC1OC(CC(C1O)N(C)C)C 2-{2-[2-(2-azidoethoxy)ethoxy]ethoxy}-4-(dimethylamino)-6-methyloxan-3-ol